malonic acid, dihydrazide C(CC(=O)NN)(=O)NN